(3R,4R)-3-((R)-1-(4-bromophenyl)ethyl)-3,4-dimethylpyrrolidine-2,5-dione BrC1=CC=C(C=C1)[C@@H](C)[C@]1(C(NC([C@@H]1C)=O)=O)C